3-ethoxy-Propane C(C)OCCC